N-ethyl-2-meth-oxyethan-1-amine C(C)NCCOC